OC=1C=C(C2=CC=CC=C2C1)C1=CC=C2C(=NC(=NC2=C1)OC[C@H]1N(CCC1)C)N1C[C@H]2CC[C@@H](C1)N2C(CCCN2CCN(CC2)C)=O 1-((1R,5S)-3-(7-(3-hydroxynaphthalen-1-yl)-2-(((S)-1-methylpyrrolidin-2-yl)methoxy)quinazolin-4-yl)-3,8-diazabicyclo[3.2.1]octan-8-yl)-4-(4-methylpiperazin-1-yl)butan-1-one